C1=CC(=CC=C1F)S(=O)(=O)Cl P-fluorobenzenesulfonyl chloride